C(C)(C)(C)C=1C=CC(=C(C1)C1=CC=CC=C1)NC=1C=CC2=C(SC3=C2C=CC=C3)C1 N-(5-(tert-butyl)-[1,1'-biphenyl]-2-yl)dibenzo[b,d]thiophen-3-amine